FC1=CC=C(C=C1)C=1C=C2C(=CN=NC2=CC1)N[C@H](C)C=1C=NC(=NC1)C(F)(F)F 6-(4-Fluorophenyl)-N-((1R)-1-(2-(trifluoromethyl)pyrimidin-5-yl)ethyl)cinnolin-4-amine